COCOC The molecule is an acetal that is the dimethyl acetal derivative of formaldehyde. It is an acetal and a diether. It derives from a methanediol.